2-Ethyl-5,6-dihydro-4H-1,3-oxazin C(C)C=1OCCCN1